5-{4-[4-(3,5-dimethylpyridin-2-yl)piperazine-1-carbonyl]-2-hydroxyphenyl}-5-isopropylimidazolidine-2,4-dione CC=1C(=NC=C(C1)C)N1CCN(CC1)C(=O)C1=CC(=C(C=C1)C1(C(NC(N1)=O)=O)C(C)C)O